t-butyl (2-(1-(4-(4-(4-(2-((t-butoxycarbonyl)amino)-2-methylpropanoyl)piperazine-1-carboxamido)-2-oxopyrimidin-1(2H)-yl)phenyl)propan-2-yl)-2-azaspiro[3.3]heptan-5-yl)carbamate C(C)(C)(C)OC(=O)NC(C(=O)N1CCN(CC1)C(=O)NC1=NC(N(C=C1)C1=CC=C(C=C1)CC(C)N1CC2(C1)C(CC2)NC(OC(C)(C)C)=O)=O)(C)C